fluorine chlorine [Cl].[F]